[K+].ClC1=CC=C(C=C1)CS1NC(N=C1C1=C(C(=O)[NH-])C=CC=C1)=O 2-[(4-chlorophenyl)methyl-3-oxo-1,2,4-thiadiazol-5-yl]benzamide potassium salt